3-Isopropyl-N',N'-dimethyl-benzene-1,2-diamine C(C)(C)C1=C(C(=CC=C1)N)N(C)C